N=1N=CN2C1C=CC(=C2)C2=CNC=1N=C(N=C(C12)OC)NC1CCC(CC1)(C)NC(C)=O N-((1r,4r)-4-((5-([1,2,4]triazolo[4,3-a]pyridin-6-yl)-4-methoxy-7H-pyrrolo[2,3-d]pyrimidin-2-yl)amino)-1-methylcyclohexyl)acetamide